FC(C=1C(=C(C=CC1)[C@@H](C)\N=C/1\C2=C(N(C(=N1)C)C)C=NC(=C2)C(=O)N2CCN(CC2)C(C)=O)F)F (R,Z)-1-(4-(4-((1-(3-(difluoromethyl)-2-fluorophenyl)ethyl)imino)-1,2-dimethyl-1,4-dihydropyrido[3,4-d]pyrimidine-6-carbonyl)piperazin-1-yl)ethan-1-one